2-((tert-Butyldimethylsilyl)oxy)-2-(2,6-difluorophenyl)acetonitrile [Si](C)(C)(C(C)(C)C)OC(C#N)C1=C(C=CC=C1F)F